diiodothyronine methyl ester COC([C@@H](N(I)I)CC1=CC=C(C=C1)OC1=CC=C(C=C1)O)=O